COC1=CC=C(CN(C2=NC(=NN3C2=NC=C3)N[C@@H](C)CCC)CC3=CC=C(C=C3)OC)C=C1 (S)-N4,N4-bis(4-methoxybenzyl)-N2-(pentan-2-yl)imidazo[2,1-f][1,2,4]triazine-2,4-diamine